N-((1H-indazol-6-yl)methyl)-1-(3-methoxyphenyl)methanamine N1N=CC2=CC=C(C=C12)CNCC1=CC(=CC=C1)OC